6-Chloro-1-(2-chlorophenyl)-7-cyclopropyl-4-((cyclopropylmethyl)amino)quinazolin-2(1H)-one ClC=1C=C2C(=NC(N(C2=CC1C1CC1)C1=C(C=CC=C1)Cl)=O)NCC1CC1